(±)-N-((2-Methoxypyridin-4-yl)methyl)2-(1-(naphthalen-1-yl)ethyl)-1,2-oxazinane-5-carboxamide COC1=NC=CC(=C1)CNC(=O)C1CCN(OC1)C(C)C1=CC=CC2=CC=CC=C12